C(C1=CC=CC=C1)C=1C=NN(C1)C(=O)N[C@@H]1C(N(C2=C(OC1)C=CC(=C2)C#CC2=NC=CC=C2)C)=O (S)-4-Benzyl-N-(5-methyl-4-oxo-7-(pyridin-2-ylethynyl)-2,3,4,5-tetrahydrobenzo[b][1,4]oxazepin-3-yl)-1H-pyrazole-1-carboxamide